FC=1C=C(N2N=C(N=CC21)N[C@H]2[C@@H](CN(CC2)S(=O)(=O)C)O)C(C)C (3R,4R)-4-({5-fluoro-7-isopropylpyrrolo[2,1-f][1,2,4]triazin-2-yl}amino)-1-methanesulfonylpiperidin-3-ol